Cl.CN1N=CC(=C1)C1=NC(=C2C=CC=NC2=C1)C=1C=CC(=NC1)N1CCC(CC1)(N)CN1CCOCC1 (5-(7-(1-methyl-1H-pyrazol-4-yl)-1,6-naphthyridin-5-yl)pyridin-2-yl)-4-((morpholin-4-yl)methyl)piperidin-4-amine hydrochloride